O=CC(C(=O)O)(C)C ketopivalic acid